O=C1NC(CCC1N1C(N(C2=C1C=CC(=C2)C2CCN(CC2)C(C(=O)NC2=CC1=CC(=C(C(=C1C=C2)F)N2S(NC(C2)=O)(=O)=O)O)=O)C)=O)=O 2-[4-[1-(2,6-dioxo-3-piperidyl)-3-methyl-2-oxo-benzimidazol-5-yl]-1-piperidyl]-N-[5-fluoro-7-hydroxy-6-(1,1,4-trioxo-1,2,5-thiadiazolidin-2-yl)-2-naphthyl]-2-oxo-acetamide